2-(difluoromethoxy)-4-[4-(difluoromethoxy)-2-methyl-6-(1-methyltriazol-4-yl)indazol-3-yl]-6-methoxybenzoic acid FC(OC1=C(C(=O)O)C(=CC(=C1)C=1N(N=C2C=C(C=C(C12)OC(F)F)C=1N=NN(C1)C)C)OC)F